3-(3-isobutyl-5-methyl-cyclohexa-1,5-dien-1-yl)propanal C(C(C)C)C1C=C(C=C(C1)C)CCC=O